(2S)-2-[(2S)-2-[(4-tert-butylphenyl)formamido]-3-phenylpropanamido]propanoic acid C(C)(C)(C)C1=CC=C(C=C1)C(=O)N[C@H](C(=O)N[C@H](C(=O)O)C)CC1=CC=CC=C1